6-(4-amino-4-phenylpiperidin-1-yl)-3-(4-chloro-2-(Difluoromethyl)-2H-indazol-5-yl)-1H-pyrazolo[3,4-d]pyrimidine-4-carbonitrile NC1(CCN(CC1)C1=NC(=C2C(=N1)NN=C2C2=C(C1=CN(N=C1C=C2)C(F)F)Cl)C#N)C2=CC=CC=C2